di-isobutylphenoxyethyldimethylbenzylammonium chloride [Cl-].C(C(C)C)C(C1=CC=CC=C1)([N+](C)(C)CCOC1=CC=CC=C1)CC(C)C